NC1(CC1)C1=C(C=C(C=C1)NC1=NC=2N(C(=C1)NC1CC1)N=CC2)CS(=O)(=O)C 5-((4-(1-Aminocyclopropyl)-3-((methylsulfonyl)methyl)phenyl)amino)-7-(cyclopropylamino)pyrazolo[1,5-a]pyrimidin